ClC=1C=C(C=CC1C#N)N1N=C2C3=C(CC[C@@H]2[C@@H]1C1CCCC1)C=C(C=C3)C(=O)O (3S,3aR)-2-(3-chloro-4-cyanophenyl)-3-cyclopentyl-3,3a,4,5-tetrahydro-2H-benzo[g]indazole-7-carboxylic acid